FC(C(=O)O)(F)F.ClC=1C=C(C(=C(C1)C1N(CCC1)S(=O)(=O)N)F)C=1C(=NN(C1)C1=C(C=C(C(=C1)F)N1CCNCC1)F)C1=CC=NC=C1 (5-chloro-3-{1-[2,5-difluoro-4-(piperazin-1-yl)phenyl]-3-(pyridin-4-yl)pyrazol-4-yl}-2-fluorophenyl)pyrrolidine-1-sulfonamide trifluoroacetic acid salt